The molecule is an L-alpha-amino acid anion having methylselanylmethyl as the side-chain. It is a conjugate base of a Se-methyl-L-selenocysteine. It is an enantiomer of a Se-methyl-D-selenocysteinate. C[Se]C[C@@H](C(=O)[O-])N